C(=C)(C)C1=CC=C(C(=C)C)C=C1 p-isopropenyl-α-methylstyrene